2-amino-1-(3,4-dimethoxyphenyl)ethanone hydrochloride Cl.NCC(=O)C1=CC(=C(C=C1)OC)OC